C(#N)C=1C=C(C=C(C1N[C@@H](CSC1=CC=C(C=C1)F)CCN1CC(CC1)(F)F)F)S(=O)(=O)NC(=O)C1(CCCCC1)OC (R)-N-((3-CYANO-4-((4-(3,3-DIFLUOROPYRROLIDIN-1-YL)-1-((4-FLUOROPHENYL)THIO)BUTAN-2-YL)AMINO)-5-FLUOROPHENYL)SULFONYL)-1-METHOXYCYCLOHEXANE-1-CARBOXAMIDE